(2S)-2-[(2S)-2-{[(9H-fluoren-9-ylmethoxy)carbonyl]amino}propanamido]propanoic acid C1=CC=CC=2C3=CC=CC=C3C(C12)COC(=O)N[C@H](C(=O)N[C@H](C(=O)O)C)C